(2-bromoethyl)benzoxazolone BrCCC1=CC=CC2=C1NC(O2)=O